N1(N=CC=C1)CCCCC=1NC2=C(C=C(C=C2C1F)C)F (4-(1H-pyrazol-1-yl)butyl)-3,7-difluoro-5-methyl-indole